CN(CCOC1=CC=C(NC=2N=CC3=C(N2)N(C(C(=C3)N3CCN(C2=C(C=CC=C32)C)C(=O)OC(C)(C)C)=O)C)C=C1)C tert-butyl 4-[2-[4-[2-(dimethylamino)ethoxy]anilino]-8-methyl-7-oxo-pyrido[2,3-d]pyrimidin-6-yl]-8-methyl-2,3-dihydroquinoxaline-1-carboxylate